NC1CC(C1)C(=O)NCCNC(C1=C(C=C(C=C1)NC=1C=2N(C=CN1)C(=CN2)C=2C(=NNC2)C(F)(F)F)CC)=O N-(2-((1r,3r)-3-aminocyclobutane-1-carboxamido)ethyl)-2-ethyl-4-((3-(3-(trifluoromethyl)-1H-pyrazol-4-yl)imidazo[1,2-a]pyrazin-8-yl)amino)benzamide